6-bromo-4-(1-ethoxyvinyl)-2-fluoro-nicotinic acid methyl ester COC(C1=C(N=C(C=C1C(=C)OCC)Br)F)=O